2-bromo-N-(2-(2-(dimethylamino)ethyl)-6-(furan-3-yl)-2H-indazole-5-yl)thiazole-4-carboxamide BrC=1SC=C(N1)C(=O)NC1=CC2=CN(N=C2C=C1C1=COC=C1)CCN(C)C